NC1=NC=CC=C1C1=NC=2C(=NC(=CC2)N2CCNC(CC2)=O)N1C1=CC=C(C=C1)CCl 1-(2-(2-Aminopyridin-3-yl)-3-(4-(chloromethyl)phenyl)-3H-imidazo[4,5-b]pyridin-5-yl)-1,4-diazepan-5-one